C(CC)(=O)NC=1C=C(C=CC1)N1N=NC(=C1)C1=C(C(=O)O)C=CN=C1 (1-(3-propionamidophenyl)-1H-1,2,3-triazole-4-yl)isonicotinic acid